1-(3-(3-phenyl-1H-pyrazol-5-yl)phenyl)ethan-1-one C1(=CC=CC=C1)C1=NNC(=C1)C=1C=C(C=CC1)C(C)=O